O1CCN(CC1)C=1C2=C(N=CN1)NC(=C2)C2=CC=C(C=C2)NS(=O)(=O)C2=NC=CC(=C2)CN2C[C@@H](CCC2)NC(C=C)=O (R)-N-(1-((2-(N-(4-(4-morpholino-7H-pyrrolo[2,3-d]pyrimidin-6-yl)phenyl)sulfamoyl)pyridin-4-yl)methyl)piperidin-3-yl)acrylamide